((3,5,6-trifluoropyridin-2-yl)oxy)methyl-1H-indazole Methyl-4-[1-[[4-(tert-butoxycarbonylamino)tetrahydropyran-4-carbonyl]amino]cyclopropyl]-3-chloro-benzoate COC(C1=CC(=C(C=C1)C1(CC1)NC(=O)C1(CCOCC1)NC(=O)OC(C)(C)C)Cl)=O.FC=1C(=NC(=C(C1)F)F)OCN1N=CC2=CC=CC=C12